C(C(=C)C)(=O)OCC[NH+](C)C [2-(methacryloyloxy)ethyl]dimethylammonium